1-Bromo-4-Chloro-benzol BrC1=CC=C(C=C1)Cl